Cyclododecylacrylat C1(CCCCCCCCCCC1)OC(C=C)=O